O(C1[C@H](O)[C@@H](O)[C@H](O)[C@H](O1)CO)C1CCC(CC1)N[C@H]1C=C([C@H]([C@@H]([C@H]1O)O)O)CO 4-[(1S,4R,5S,6S)-4,5,6-trihydroxy-3-hydroxymethylcyclohex-2-enylamino]cyclohexyl D-glucopyranoside